Hexahydrothiepin-3-ylsulfamic acid sodium salt [Na+].S1CC(CCCC1)NS([O-])(=O)=O